1-glycidoxyethyl-triethoxysilane C(C1CO1)OC(C)[Si](OCC)(OCC)OCC